C(C)(C)(C)C=1C=C(N(N1)C1=CC=C(C=C1)C)NC(NC=1SC(=CN1)CCC1=CC(=NC=C1)[NH-])=O 4-(2-{2-(3-(5-tert-butyl-2-p-tolyl-2H-pyrazol-3-yl)-ureido)-thiazol-5-yl}-ethyl)-pyridin-2-yl-amide